[O-2].[Y+3].[O-2].[O-2].[Y+3] Yttrium-Oxid